C(#N)C=1C=CC(=C(C(=O)NNC(NC)=S)C1)C1=CC(=NC(=C1)Cl)Cl 2-(5-Cyano-2-(2,6-dichloropyridin-4-yl)benzoyl)-N-methylhydrazine-1-carbothioamide